FC=1C=C(C=C(C1N1CCN(CC1)C)F)NC1=NC2=C(C=CC=C2C=N1)C=1C=C(C=CC1)NC(C=C)=O N-(3-(2-((3,5-difluoro-4-(4-methylpiperazin-1-yl)phenyl)amino)quinazolin-8-yl)phenyl)acrylamide